N,N-dimethyl-4-(4-(4,4,5,5-tetramethyl-1,3,2-dioxaborolan-2-yl)phenyl)tetrahydro-2H-pyran-4-amine CN(C1(CCOCC1)C1=CC=C(C=C1)B1OC(C(O1)(C)C)(C)C)C